FC=1C(=C(C=CC1)NC1=C(NC2=C1C(NCC2C(C=O)C)=O)C2=C(C=NC=C2)OC[C@@H]2CNCCO2)OC (3-[(3-fluoro-2-methoxyphenyl)amino]-2-{3-[(2S)-morpholin-2-ylmethoxy]pyridin-4-yl}-4-oxo-4,5,6,7-tetrahydro-1H-pyrrolo[3,2-c]pyridin-7-yl)propanal